N8-benzyl-N6-cyclohexyl-3-isopropyl-[1,2,4]triazolo[4,3-b]pyridazine-6,8-diamine C(C1=CC=CC=C1)NC=1C=2N(N=C(C1)NC1CCCCC1)C(=NN2)C(C)C